FC1=C(C(=C(C=C1OC)OC)F)C1CCC=2C(=NNC2C1)C1=C(C=NN1C)N 5-(6-(2,6-difluoro-3,5-dimethoxyphenyl)-4,5,6,7-tetrahydro-1H-indazol-3-yl)-1-methyl-1H-pyrazol-4-amine